4-(2-{5-[(7R)-7-amino-2-azabicyclo[2.2.1]heptane-2-carbonyl]-7-methoxy-1-methyl-1H-1,3-benzodiazol-2-yl}-1-(cyclopropylmethyl)-1H-pyrrolo[2,3-b]pyridin-6-yl)-2,5-dimethylphenol N[C@H]1C2N(CC1CC2)C(=O)C2=CC1=C(N(C(=N1)C1=CC=3C(=NC(=CC3)C3=CC(=C(C=C3C)O)C)N1CC1CC1)C)C(=C2)OC